C(#N)CC(=O)N[C@@H](CC1=CC=CC=C1)C(=O)O N-(cyanoacetyl)-L-phenylalanine